1-(5-(2-aminoethyl)-8,9-difluoro-6-oxo-1,4,5,6-tetrahydro-2H-pyrano[3,4-c]isoquinolin-1-yl)-3-(3-(difluoromethyl)-4-fluorophenyl)-1-methylurea NCCN1C(C=2C=C(C(=CC2C2=C1COCC2N(C(=O)NC2=CC(=C(C=C2)F)C(F)F)C)F)F)=O